O(C1=CC=CC=C1)C(CP)OC1=CC=CC=C1 diphenoxyethyl-phosphine